3-(2-Amino-6,7-dihydropyrazolo[1,5-a]pyrazin-5(4H)-yl)propanenitrile NC1=NN2C(CN(CC2)CCC#N)=C1